NC1=C(N=NN1CC1=CC(=C(C(=C1)Cl)C(C1=CC=C(C=C1)Cl)=O)Cl)C(=O)N 5-amino-1-[[3,5-dichloro-4-(4-chlorobenzoyl)phenyl]-methyl]-1H-1,2,3-triazole-4-carboxamide